CC1(N2C=CC=C2C(CC1)=O)C(=O)O 5-methyl-8-oxo-6,7-dihydroindolizine-5-carboxylic acid